4-(3-(fluoromethyl)-2,8-diazaspiro[4.5]dec-8-yl)-2-(pyridin-4-yl)pyrido[3,4-d]pyrimidine FCC1NCC2(C1)CCN(CC2)C=2C1=C(N=C(N2)C2=CC=NC=C2)C=NC=C1